6-(1-(1-cyclopropyl-2-methoxyethyl)-4-(4-fluorophenyl)-1H-imidazol-5-yl)imidazo[1,2-b]pyridazine-3-carboxamide C1(CC1)C(COC)N1C=NC(=C1C=1C=CC=2N(N1)C(=CN2)C(=O)N)C2=CC=C(C=C2)F